C(C)(C)(C)C1=C(C(=CC=C1C)C)O 2-tertiary-butyl-3,6-xylenol